C1=C2C=3C=CC=CC3N3C2=C(C=C1B(O)O)C1=CC=CC=C13 indolo[3,2,1-jk]carbazol-2-ylboronic acid